2-{7-[(3S,4R)-3-fluoro-2,2,6,6-tetramethylpiperidin-4-yl]-7H-pyrrolo[2,3-c]pyridazin-3-yl}-5-(1H-1,2,3-triazol-1-yl)phenol dihydrochloride Cl.Cl.F[C@@H]1C(NC(C[C@H]1N1C=CC2=C1N=NC(=C2)C2=C(C=C(C=C2)N2N=NC=C2)O)(C)C)(C)C